N-(4-trifluoromethylphenylacetyl)-2-benzyloxymethyl-pyrrolidine-2-carboxamide FC(C1=CC=C(C=C1)CC(=O)NC(=O)C1(NCCC1)COCC1=CC=CC=C1)(F)F